2-hydroxyethyl(3-ethyl-3-oxetanylmethyl)ether OCCOCC1(COC1)CC